2-(3,4-difluorobenzyl)-3-(1-(2-oxo-2H-chromen-8-yl)-1H-1,2,3-triazol-4-yl)picolinamide FC=1C=C(CC2(NC=CC=C2C=2N=NN(C2)C=2C=CC=C3C=CC(OC23)=O)C(=O)N)C=CC1F